4-bromo-5-(4-((1-(3-fluoropropyl)pyrrolidin-3-yl)(hydroxy)methyl)phenyl)-2,3-dihydrobenzo[b]thiepin-8-yl pivalate C(C(C)(C)C)(=O)OC=1C=CC2=C(SCCC(=C2C2=CC=C(C=C2)C(O)C2CN(CC2)CCCF)Br)C1